N1-(3-aminopropyl)-N3-(cyclohexylmethyl)propane-1,3-diamine NCCCNCCCNCC1CCCCC1